Cl.Cl.N1(CCNCC1)CC1=NC2=C(N1)C=C(C=C2)C(F)(F)F 2-(piperazin-1-ylmethyl)-6-(trifluoromethyl)-1H-benzo[d]imidazole dihydrochloride